ClC1=CC=C(C=C1)C1=C(N)C(=CC(=C1)C)C1=CC=C(C=C1)Cl 2,6-di-(4-chloro-phenyl)-4-methylaniline